S(=O)(=O)(C1=CC=C(C)C=C1)N1C=C(C=C1)S(=O)(=O)NC1=C(C=C(C(=C1)F)F)F 1-tosyl-N-(2,4,5-trifluorophenyl)-1H-pyrrole-3-sulfonamide